bis(methylthio)5,5'-bithiazole CSC=1N=C(SC1C1=CN=CS1)SC